C1(CCC2=CC=CC=C12)NC(\C=C\C1=CC=C2C(=N1)NN=C2)=O (E)-N-(2,3-dihydro-1H-inden-1-yl)-3-(1H-pyrazolo[3,4-b]pyridin-6-yl)acrylamide